3-(4-bromophenoxy)pyridine BrC1=CC=C(OC=2C=NC=CC2)C=C1